C12C=CC(C=C1)C2 bicyclo[2.2.1]Heptane-2,5-diene